1-(pyridin-4-ylmethyl)piperazine-2-carboxylate N1=CC=C(C=C1)CN1C(CNCC1)C(=O)[O-]